ClC1=C(C#N)C=CC(=C1)N1CC2(C[C@@H]1C)CCN(CC2)C2=CC=C(C=C2)C(=O)N2CC(C2)N2CCN(CC2)C=2C=C1C(N(C(C1=CC2)=O)C2C(NC(CC2)=O)=O)=O 2-chloro-4-((3S)-8-(4-(3-(4-(2-(2,6-dioxopiperidin-3-yl)-1,3-dioxoisoindolin-5-yl)piperazin-1-yl)azetidine-1-carbonyl)phenyl)-3-methyl-2,8-diazaspiro[4.5]decan-2-yl)benzonitrile